P(=O)(Cl)(Cl)Cl phosphorus oxychloride